4-((4-(3-chloro-1H-1,2,4-triazol-1-yl)phenyl)amino)-1-(2,6-dichlorophenyl)-1H-pyrazole-3-carboxamide ClC1=NN(C=N1)C1=CC=C(C=C1)NC=1C(=NN(C1)C1=C(C=CC=C1Cl)Cl)C(=O)N